C(C)OC(COC1=NC=NC=C1F)=O 5-fluoro-pyrimidin-4-yl-oxyacetic acid ethyl ester